ClC1=CC2=C(C=C3N2C(=NN(C3=O)CC(=O)N[C@H]3CN(C(CC3)=O)C)C(C)(C)O)S1 (R)-2-(2-Chloro-5-(2-hydroxypropan-2-yl)-8-oxothieno[2',3':4,5]pyrrolo[1,2-d][1,2,4]triazin-7(8H)-yl)-N-(1-methyl-6-oxopiperidin-3-yl)acetamide